5-(cyclopentylmethyl)-N-(4-(5-((5-hydroxy-5-methylhexyl)oxy)-2-methylphenyl)pyridin-2-yl)-4H-1,2,4-triazole-3-carboxamide C1(CCCC1)CC=1NC(=NN1)C(=O)NC1=NC=CC(=C1)C1=C(C=CC(=C1)OCCCCC(C)(C)O)C